2-(hydroxymethyl)-4-iodophenol OCC1=C(C=CC(=C1)I)O